[Cl-].[Cl-].[Zr+2].C1(=C(C=CC=C1)C1=C2C=C(C(C2=CC=2CCCC12)[Si](C1C(=C(C(=C1C)C)C)C)(C)C)C)C1=CC=CC=C1 (4-([1,1'-biphenyl]-2-yl)-2-methyl-1,5,6,7-tetrahydro-s-indacen-1-yl)dimethyl(2,3,4,5-tetramethylcyclopenta-2,4-dien-1-yl)silane zirconium dichloride